alpha-furoic acid C1=COC(=C1)C(=O)O